ClC=1N=CC2=C(N1)N(C(=C2)C(=O)N(C)CC)C2CCCC2 2-chloro-7-cyclopentyl-N-ethyl-N-methyl-7H-pyrrolo[2,3-d]pyrimidine-6-carboxamide